FC(C=1C(=C(C=CC1)[C@@H](C)NC=1C2=C(N=C(N1)C)NC(C(=C2)C(=O)N(C)C)=O)F)F (R)-4-(1-(3-(difluoromethyl)-2-fluorophenyl)ethylamino)-N,N,2-trimethyl-7-oxo-7,8-dihydropyrido[2,3-d]pyrimidine-6-carboxamide